methyl 4-((2,4-dimethoxybenzyl)amino)-7-methylimidazo[1,5-a]quinoxaline-8-carboxylate COC1=C(CNC=2C=3N(C4=CC(=C(C=C4N2)C)C(=O)OC)C=NC3)C=CC(=C1)OC